(S)-1'-(4-amino-2-((2,3-dichlorophenyl)thio)-3H-imidazo[4,5-c]pyridin-6-yl)-1,3-dihydrospiro[inden-2,4'-piperidin]-1-amine NC1=NC(=CC2=C1NC(=N2)SC2=C(C(=CC=C2)Cl)Cl)N2CCC1(CC2)[C@@H](C2=CC=CC=C2C1)N